(1R,9R,10R,11S,12S,13R,E)-9-(((R)-tert-butylsulfinyl)amino)-8-methyl-14-oxa-2-thiabicyclo[8.3.1]tetradec-6-ene-11,12,13-triyl triacetate C(C)(=O)O[C@H]1[C@H]2[C@@H](C(/C=C/CCCS[C@H]([C@@H]([C@H]1OC(C)=O)OC(C)=O)O2)C)N[S@](=O)C(C)(C)C